OC=1C=C(C=NNC=2SC(=C(N2)C)C(C)=NNC(=N)N)C=C(C1)O 2-(2-(3,5-dihydroxybenzylidene)hydrazino)-4-methyl-5-(1-(guanidinoimino)ethyl)-thiazole